S(OC1=CC=C(C=C1)C1=NC(=NO1)C12CCC(CC1)(CC2)CNC(C2=CC(=C(C(=C2)F)O)F)=O)(=O)(=O)F 4-(3-{4-[(3,5-difluoro-4-hydroxybenzamido)methyl] bicyclo[2.2.2]octan-1-yl}-1,2,4-oxadiazol-5-yl)phenyl sulfurofluoridate